FC1=CC=C(C=C1)[C@H]1[C@@H](CCCC1)O trans-2-(4-fluorophenyl)cyclohexan-1-ol